N-cyclohexyl-N-ethyl-3-{2-[1-(6-methoxypyridin-2-yl)-6-methylpiperidin-3-yl]-1H-benzimidazol-1-yl}propanamide C1(CCCCC1)N(C(CCN1C(=NC2=C1C=CC=C2)C2CN(C(CC2)C)C2=NC(=CC=C2)OC)=O)CC